7-bromo-5-(piperidin-1-ylmethyl)pyrrolo[2,1-f][1,2,4]triazin-4-amine BrC1=CC(=C2C(=NC=NN21)N)CN2CCCCC2